methyl 2-cyclopropyl-5-ethoxy-4-((3-(4-((2-hydroxyethyl)carbamoyl)phenyl)-2-oxo-1,3,8-triazaspiro[4.5]decan-8-yl)methyl)benzoate C1(CC1)C1=C(C(=O)OC)C=C(C(=C1)CN1CCC2(CN(C(N2)=O)C2=CC=C(C=C2)C(NCCO)=O)CC1)OCC